C(C1=CC=CC=C1)N(C(O)=O)[C@H](C(=O)N1CCN(CC1)S(=O)(=O)CC1=CC=CC=C1)CCCCNC(C=C)=O.COC=1C=C(C=CC1)[C@@H](C)NC(C)=O N-[(1R)-1-(3-methoxyphenyl)ethyl]Acetamide (S)-benzyl-(6-acrylamido-1-(4-(benzylsulfonyl)piperazin-1-yl)-1-oxohexan-2-yl)carbamate